C(C)(=O)NC=1C=C(C(=C(C1)C=CCC(=O)O)C)F 4-(5-acetamido-3-fluoro-2-methyl-phenyl)but-3-enoic acid